NC[C@H](CC(=O)OC1=C2C(=CNC2=CC=C1)C(C([2H])([2H])N(C([2H])([2H])[2H])C([2H])([2H])[2H])([2H])[2H])CC(C)C 3-(2-(bis(methyl-d3) amino) ethyl-1,1,2,2-d4)-1H-indol-4-yl (S)-3-(aminomethyl)-5-methylhexanoate